2-({2-Chloro-5-cyano-3-[(2S)-2-ethyl-4-(oxetan-3-yl)piperazin-1-yl]phenyl}amino)-4-(cyclopropylamino)pyrazolo[1,5-a][1,3,5]triazine-8-carbonitrile ClC1=C(C=C(C=C1N1[C@H](CN(CC1)C1COC1)CC)C#N)NC1=NC=2N(C(=N1)NC1CC1)N=CC2C#N